C1(CC1)C=1NC(=NN1)C1CC2(CN(C2)C(=O)N2CCN(CC2)CC=2C=NC(=CC2)C(F)(F)F)C1 [6-(5-cyclopropyl-4H-1,2,4-triazol-3-yl)-2-azaspiro[3.3]heptan-2-yl]-[4-[[6-(trifluoromethyl)-3-pyridyl]methyl]piperazino]methanone